cis-Ethyl 3-(3-methoxy-3-oxo-propyl)-3-nitro-cyclobutanecarboxylate COC(CCC1(CC(C1)C(=O)OCC)[N+](=O)[O-])=O